C1(CC1)C1=NC2=CC=CC=C2C=N1 cyclopropylquinazolin